3-Propylhexyl 8-((3-((2-(methylamino)-3,4-dioxocyclobut-1-en-1-yl)amino)propyl)(8-oxo-8-(tridecan-7-yloxy)octyl)amino)octanoate CNC1=C(C(C1=O)=O)NCCCN(CCCCCCCC(=O)OCCC(CCC)CCC)CCCCCCCC(OC(CCCCCC)CCCCCC)=O